(3-(2-((2-(2-chlorophenyl)propan-2-yl)amino)-2-oxoethyl)-1-(4-hydroxy-4-methylcyclohexyl)azetidin-3-yl)-5-(2,4-difluorophenyl)isoxazole-3-carboxamide ClC1=C(C=CC=C1)C(C)(C)NC(CC1(CN(C1)C1CCC(CC1)(C)O)C=1C(=NOC1C1=C(C=C(C=C1)F)F)C(=O)N)=O